S1C(=NC=C1)SC=1C(=NC=CC1)CN (3-(thiazol-2-ylsulfanyl)pyridin-2-yl)methylamine